C(C)(=O)O.C(C)(=O)O.COC1=CC(=CC=C1O)\C=C\C(=O)CC(=O)\C=C\C1=CC=C(O)C(OC)=C1 curcumin diacetate